3-((2-((3-(decyloxy)-3-oxopropyl)thio)propan-2-yl)thio)propanoic acid C(CCCCCCCCC)OC(CCSC(C)(C)SCCC(=O)O)=O